CC(C(COC(CCCCCC[C@@H]1[C@H]([C@@H](CC1=O)O)\C=C\[C@H]([C@H](CC#CCC)C)O)=O)=O)(C)C 7-((1R,2R,3R)-3-hydroxy-2-((1E,3S,4S)-3-hydroxy-4-methylnon-1-en-6-yn-1-yl)-5-oxocyclopentyl)heptanoic acid 3,3-dimethyl-2-oxobutyl ester